(1S,2S)-N-(4-cyano-3-((6-cyclopropyl-8-(3-methyl-2,4-dioxoimidazolidin-1-yl)imidazo[1,2-a]pyridin-2-yl)methoxy)phenyl)-2-(4-methylpyrimidin-2-yl)cyclopropane-1-carboxamide C(#N)C1=C(C=C(C=C1)NC(=O)[C@@H]1[C@H](C1)C1=NC=CC(=N1)C)OCC=1N=C2N(C=C(C=C2N2C(N(C(C2)=O)C)=O)C2CC2)C1